[Na].C1CCC2=C(C=3CCCC3C=C12)NC(NS(N(C1CCOCC1)C1=NN(N=C1)C)(=O)=O)=O 3-(1,2,3,5,6,7-hexahydro-s-indacen-4-yl)-1-[(2-methyl-2H-1,2,3-triazol-4-yl)(oxan-4-yl)sulfamoyl]urea sodium salt